C(OCC=1SC2=C(N1)C=CC=C2Cl)(OC2=CC=C(C=C2)[N+](=O)[O-])=O (7-chloro-1,3-benzothiazol-2-yl)methyl (4-nitrophenyl) carbonate